5-[2-[4-(trifluoromethyl)phenyl]sulfanyl-3-pyridyl]pyrimidin-2-ol FC(C1=CC=C(C=C1)SC1=NC=CC=C1C=1C=NC(=NC1)O)(F)F